(S)-l-1-chloro-3-(pyrazin-2-yloxy)-10-(trifluoromethyl)-3,4-dihydro-2H,6H-[1,4]thiazepino[2,3,4-ij]quinazoline-6,8(7H)-dione ClS1C[C@H](CN2C(NC(C3=CC(=CC1=C23)C(F)(F)F)=O)=O)OC2=NC=CN=C2